tert-butyl ((1s,3s)-3-amino-3-methylcyclobutyl)carbamate NC1(CC(C1)NC(OC(C)(C)C)=O)C